1-[(8aS)-6-Chloro-5-(2-methyl-1,2,3,4-tetrahydroisoquinolin-8-yl)-8a,9,11,12-tetrahydropyrazino[2',1':3,4][1,4]oxazepino[5,6,7-de]quinazolin-10(8H)-yl]prop-2-en-1-one ClC1=C2C3=C(N=CN=C3C=C1C=1C=CC=C3CCN(CC13)C)N1[C@H](CO2)CN(CC1)C(C=C)=O